5-(methoxymethoxy)-3-methyl-6-(4,4,5,5-tetramethyl-1,3,2-dioxaborolan-2-yl)benzo[d]oxazol-2(3H)-one COCOC=1C(=CC2=C(N(C(O2)=O)C)C1)B1OC(C(O1)(C)C)(C)C